C(C)(C)C1=C(NC2=CC=CC=C12)C1=CC(=NC=C1)OC 3-isopropyl-2-(2-methoxypyridin-4-yl)-1H-indole